CN(CCCNC(=O)C=1N=NC(=CC1)[76Br])C N-(3-(dimethylamino)propyl)-6-[76Br]bromopyridazine-3-carboxamide